OCCCCCCO[C@H]1CC[C@H]2[C@@H]3CC[C@H]4CC(CC[C@@]4([C@H]3CC[C@]12C)C)=O (5S,8R,9S,10S,13S,14S,17S)-17-(6-hydroxyhexyloxy)-10,13-dimethyltetradecahydro-1H-cyclopenta[a]phenanthren-3(2H)-one